C[Si](NC(C)(C)C)(C)C N-(trimethylsilyl)-t-butylamine